[C@@H]1([C@H](O)[C@H](O)[C@H](O1)CO)N1C(N=CN=C1)=O β-D-ribofuranosyl-1,3,5-triazin-2(1H)-one